C1(CCC(CC1)O)C1CCC(CC1)O 4,4'-bicyclohexandiol